diethyl 10-methoxy-2,2,18,18-tetramethylnonadecanedioate COC(CCCCCCCC(C(=O)OCC)(C)C)CCCCCCCC(C(=O)OCC)(C)C